(2R)-4-[(2R)-3-(3,4-dihydro-1H-isoquinolin-2-yl)-2-hydroxy-propyl]-8-hydroxy-2-methyl-2,3-dihydro-1,4-benzoxazepin-5-one C1N(CCC2=CC=CC=C12)C[C@H](CN1C[C@H](OC2=C(C1=O)C=CC(=C2)O)C)O